3-[3-[22,28-difluoro-8,12,12-trioxo-24-oxa-12lambda6-thia-3,7,19,30-tetrazapentacyclo[23.3.1.12,5.015,23.016,20]triaconta-1(29),2,4,15,17,20,22,25,27-nonaen-6-yl]phenyl]propanoic acid FC=1C=C2NC=CC2=C2CCS(CCCC(NC(C3=CN=C(C=4C(=CC=C(OC12)C4)F)N3)C=3C=C(C=CC3)CCC(=O)O)=O)(=O)=O